C(C)C1=CC=C(CC2C(N(C(S2)=O)CCCC(=O)NC2=CC(=C(C(=O)O)C=C2)NC(=O)OC)=O)C=C1 4-(4-(5-(4-ethylbenzyl)-2,4-dioxothiazolidin-3-yl)butanamido)-2-((methoxycarbonyl)amino)benzoic acid